3-Cyclobutyl-6-Methyl-1-{1-[6-(Trifluoromethyl)Pyridin-3-Yl]Propyl}-1H,4H,5H-Pyrazolo[3,4-d]Pyrimidin-4-One C1(CCC1)C1=NN(C=2N=C(NC(C21)=O)C)C(CC)C=2C=NC(=CC2)C(F)(F)F